N-(2-chloroethyl)pyrrole ClCCN1C=CC=C1